C(C)(C)(C)[C@@H]1CC=2C=C3C(=NC2CC1)SC(=N3)C(=O)N[C@H](CC[NH+]3CCC(CC3)O)C3=CC=C(C=C3)C=3C=NC(NC3)=O |r| rac-(7S)-7-tert-butyl-N-[rac-(1R)-3-(4-hydroxypiperidin-1-ium-1-yl)-1-[4-(2-oxo-1H-pyrimidin-5-yl)phenyl]propyl]-5,6,7,8-tetrahydrothiazolo[5,4-b]quinoline-2-carboxamide